C(C)C=1C(=C(C(=O)[O-])C=CC1)O 3-ethyl-2-hydroxy-benzoate